NC1=C2C(=NC=N1)N(N=C2C2=CC(=C(C=C2)OC(C)C)F)[C@@H](C)C=2OC1=CC=CC=C1C(C2C2=CC(=CC=C2)F)=O (S)-2-(1-(4-amino-3-(3-fluoro-4-isopropoxyphenyl)-1H-pyrazolo[3,4-d]pyrimidin-1-yl)ethyl)-3-(3-fluorophenyl)-4H-chromen-4-one